3-hydroxy-pregna-5,7-dien-20-one OC1CC2=CC=C3[C@@H]4CC[C@H](C(C)=O)[C@]4(CC[C@@H]3[C@]2(CC1)C)C